tert-butyl (4R)-4-[6-amino-8-oxo-7-(4-phenoxyphenyl) purin-9-yl]-3,3-difluoropiperidine-1-carboxylate NC1=C2N(C(N(C2=NC=N1)[C@H]1C(CN(CC1)C(=O)OC(C)(C)C)(F)F)=O)C1=CC=C(C=C1)OC1=CC=CC=C1